COC1=CC=C(CC2CC(N(C3=CC=CC=C23)C)=O)C=C1 4-(4-methoxybenzyl)-1-methyl-3,4-dihydroquinolin-2(1H)-one